CC1=CC=C(C=C1)C=1C=C(NC1)C(=NO)C1=CC(=C(C(=C1)OC)OC)OC [4-(4-methylphenyl)-1H-pyrrol-2-yl](3,4,5-trimethoxyphenyl)methanone oxime